4-chloro-8-(2,4-dimethoxybenzyl)-5,8-dihydro-pteridin-7(6H)-one ClC1=NC=NC=2N(C(CNC12)=O)CC1=C(C=C(C=C1)OC)OC